N-[2-(2-oxo-1,2-dihydropyridin-1-yl)-3-{[(CIS)-4-phenylcyclohexyl]oxy}propyl]methane-sulfonamide O=C1N(C=CC=C1)C(CNS(=O)(=O)C)CO[C@@H]1CC[C@@H](CC1)C1=CC=CC=C1